C(C1=CC=CC=C1)OC(=O)N1C(C(CCC1)O)CC(C)=O N-benzyloxycarbonyl-(3-hydroxy-2-piperidinyl)-2-propanone